3-furoyl chloride O1C=C(C=C1)C(=O)Cl